2-(Difluoromethyl)-5-(trifluoromethyl)imidazo[4,5-b]pyridin FC(C=1NC=2C(=NC(=CC2)C(F)(F)F)N1)F